3-((4-(1-(3-(4-(4-amino-3-(4-phenoxyphenyl)-1H-pyrazolo[3,4-d]pyrimidin-1-yl)-[1,4'-bipiperidin]-1'-yl)propyl)piperidin-4-yl)phenyl)amino)piperidine-2,6-dione NC1=C2C(=NC=N1)N(N=C2C2=CC=C(C=C2)OC2=CC=CC=C2)C2CCN(CC2)C2CCN(CC2)CCCN2CCC(CC2)C2=CC=C(C=C2)NC2C(NC(CC2)=O)=O